N-[(4-chlorophenyl)methyl]-1-(4-methylphenyl)-5-oxopyrrolidine-3-carboxamide ClC1=CC=C(C=C1)CNC(=O)C1CN(C(C1)=O)C1=CC=C(C=C1)C